BrC=1C=C(C(=NC1)N1CC2N(C(C1)C2)C(=O)OC(C)(C)C)[N+](=O)[O-] tertButyl 3-(5-bromo-3-nitropyridin-2-yl)-3,6-diazabicyclo[3.1.1]heptane-6-carboxylate